C(C)OC1=CC=C(C=C1)N(C(=O)OCC1CCC(CC1)COCC(=O)O)C1=CC=CC=C1 2-(((1r,4r)-4-(((4-ethoxyphenyl)(phenyl)carbamoyloxy)methyl)cyclohexyl)methoxy)acetic acid